2-(6-(1-((1S,2R,3S,5R)-2-fluoro-9-azabicyclo[3.3.1]nonan-3-yl)vinyl)-1,2,4-triazin-3-yl)-5-(1H-imidazol-1-yl)phenol F[C@H]1[C@@H]2CCC[C@H](C[C@H]1C(=C)C1=CN=C(N=N1)C1=C(C=C(C=C1)N1C=NC=C1)O)N2